3,9-di-tert-butyl 6-ethyl-7-oxo-3,9-diazabicyclo[3.3.1]nonane-3,6,9-tricarboxylate C(C)C1(C2CN(CC(CC1=O)N2C(=O)OC(C)(C)C)C(=O)OC(C)(C)C)C(=O)[O-]